N-[3-(1,1-dioxo-1,4-thiazinan-4-yl)propyl]-4-[[3-(3-fluoro-4-methoxy-phenyl)imidazo[1,2-a]pyrazin-8-yl]amino]-2-methyl-benzamide O=S1(CCN(CC1)CCCNC(C1=C(C=C(C=C1)NC=1C=2N(C=CN1)C(=CN2)C2=CC(=C(C=C2)OC)F)C)=O)=O